FC=1C=C(C=CC1)NC(=O)C1NC(OC1)=O N-(3-fluorophenyl)2-oxooxazolidine-4-carboxamide